tert-butyl 7-(2-((4-cyanophenyl)(3-fluoro-4-methylbenzyl)amino)ethyl)-6,8-dioxa-2-azaspiro[3.5]nonane-2-carboxylate C(#N)C1=CC=C(C=C1)N(CCC1OCC2(CN(C2)C(=O)OC(C)(C)C)CO1)CC1=CC(=C(C=C1)C)F